CN(CCOC1=C(SC(=C1)C1=NC=NC(=C1)NCCC1=C(C=CC2=CC=CC=C12)OC)C(=O)O)C 3-(2-Dimethylamino-ethoxy)-5-{6-[2-(2-methoxy-naphthalen-1-yl)-ethylamino]-pyrimidin-4-yl}-thiophene-2-carboxylic Acid